C1(CC1)C=1N=NN(C1)[C@H](C(=O)N1[C@@H](C[C@H](C1)O)C(=O)NC(C)(C)C1=NOC(=C1)C(F)F)C(C)(C)C (2S,4R)-1-[(2S)-2-(4-cyclopropyltriazol-1-yl)-3,3-dimethyl-butanoyl]-N-[1-[5-(difluoromethyl)isoxazol-3-yl]-1-methyl-ethyl]-4-hydroxy-pyrrolidine-2-carboxamide